3-(((benzyloxy) carbonyl) (methyl) amino)-4-(dimethylamino)-4-oxobutanoate C(C1=CC=CC=C1)OC(=O)N(C(CC(=O)[O-])C(=O)N(C)C)C